NC=1C=2N(C=CN1)C(=NC2C2=C(C=C(C=C2F)C(NC2=NC=CC(=C2)C(F)(F)F)=O)OCC)C2(CCC(CC2)(C(=O)O)C)C trans-4-[8-amino-1-(2-ethoxy-6-fluoro-4-{[4-(trifluoromethyl)pyridin-2-yl]carbamoyl}phenyl)imidazo[1,5-a]pyrazin-3-yl]-1,4-dimethylcyclohexanecarboxylic acid